6-bromo-2-(3-fluorophenyl)-4-isopropylphthalazin-1(2H)-one BrC=1C=C2C(=NN(C(C2=CC1)=O)C1=CC(=CC=C1)F)C(C)C